CCCCCCCCCCCC(=O)N(C)CC(=O)O.N ammonium N-lauroyl sarcosinate